21-Hydroxy-3,20-dioxopregn-4-en-17-yl propionate C(CC)(=O)O[C@]1(C(CO)=O)CC[C@H]2[C@@H]3CCC4=CC(CC[C@]4(C)[C@H]3CC[C@]12C)=O